FCCCN1C[C@H](CC1)OC1=CC=C(C=C1)C1=C(CCSC2=C1C=CC(=C2)O)C=2C=CC1=C(C[C@H](O1)C)C2 5-[4-[(3S)-1-(3-Fluoropropyl)pyrrolidin-3-yl]oxyphenyl]-4-[(2R)-2-methyl-2,3-dihydrobenzofuran-5-yl]-2,3-dihydro-1-benzothiepin-8-ol